CC(CC(=O)OC[C@H]1O[C@@]([C@@H]([C@@H]1O)O)(C#N)C1=CC=C2C(=NC=NN21)NC(CCC)=O)C ((2R,3S,4R,5R)-5-(4-butyramidopyrrolo[2,1-f][1,2,4]triazin-7-yl)-5-cyano-3,4-dihydroxytetrahydrofuran-2-yl)methyl 3-methylbutanoate